7-cyclopropyl-2-((6-methyl-2,3-dihydrobenzofuran-5-yl)amino)-9-(tetrahydro-2H-pyran-4-yl)-7,9-dihydro-8H-purin-8-one C1(CC1)N1C(N(C2=NC(=NC=C12)NC=1C(=CC2=C(CCO2)C1)C)C1CCOCC1)=O